COC1=CC(=NN1C1=CC=C(C=N1)C#N)C(F)(F)F 6-[5-methoxy-3-(trifluoromethyl)pyrazol-1-yl]pyridine-3-carbonitrile